methyl pentanoate C(CCCC)(=O)OC